[Ge]=[Te] Germanium-Tellurid